(5-(2-fluoroethoxy-1,1,2,2-d4)pyridin-2-yl)methanol FC(C(OC=1C=CC(=NC1)CO)([2H])[2H])([2H])[2H]